p-dimethylethoxysiloxystyrene C[Si](OC1=CC=C(C=C)C=C1)(OCC)C